NCC=1C=NC(=NC1)C1=C(C=C(C#N)C=C1)OC=1N(N=C(C1)C1=CN=CS1)C 4-[5-(aminomethyl)pyrimidin-2-yl]-3-[2-methyl-5-(1,3-thiazol-5-yl)pyrazol-3-yl]oxybenzonitrile